N1(C=CCC1)CC1=CC=C(C=C1)C=1C=CC=2N(N1)C(=CC2Cl)C(=O)N 2-[4-(pyrrolin-1-yl)methylphenyl]-5-chloro-pyrrolo[1,2-b]pyridazine-7-formamide